C(C1=CC=CC=C1)N1N=CC(=C1)C=1C(=CC(N(C1)C)=O)N1C=C(C=C1)C(=O)NCC 1-(5-(1-benzyl-1H-pyrazol-4-yl)-1-methyl-2-oxo-1,2-dihydro-pyridin-4-yl)-N-ethyl-1H-pyrrole-3-carboxamide